Methyl 5-((3-chlorophenyl)amino)benzo[f][1,7]naphthyridine-8-carboxylate ClC=1C=C(C=CC1)NC1=NC2=C(C=3C=CC=NC13)C=CC(=C2)C(=O)OC